diethyl (Z)-(2-((4-(N-(3-bromo-4-fluorophenyl)-N'-hydroxycarbamimidoyl)-1,2,5-oxadiazol-3-yl)oxy)ethyl)phosphonate BrC=1C=C(C=CC1F)N\C(=N/O)\C=1C(=NON1)OCCP(OCC)(OCC)=O